N-ethyl-2-{[4-(3-phenyl-1H-pyrrolo[3,2-b]pyridin-2-yl)pyridin-3-yl]oxy}ethanamine hydrochloride Cl.C(C)NCCOC=1C=NC=CC1C1=C(C2=NC=CC=C2N1)C1=CC=CC=C1